S1C=NC=C1CN1N=C(C=CC1=O)C=1C=NC(=NC1)OCC(F)(F)F 2-(thiazol-5-ylmethyl)-6-(2-(2,2,2-trifluoroethoxy)pyrimidin-5-yl)pyridazin-3(2H)-one